4-[(2,4-dimethylphenyl)amino]-6-methoxy-7-[(1-methylpiperidin-4-yl)methoxy]quinoline-3-carbonitrile CC1=C(C=CC(=C1)C)NC1=C(C=NC2=CC(=C(C=C12)OC)OCC1CCN(CC1)C)C#N